tert-Butyl 4-[(2-methoxypyridin-4-yl)(phenyl)methylene]piperidine-1-carboxylate COC1=NC=CC(=C1)C(=C1CCN(CC1)C(=O)OC(C)(C)C)C1=CC=CC=C1